N1=CC=C(C=C1)C=1N=C(C2=C(N1)C1=C(O2)C=CC=C1)N1[C@@H](CCC1)C(=O)O (2-(pyridin-4-yl)benzofuro[3,2-d]pyrimidin-4-yl)-L-proline